FC(C(C)OC=1C=2N(C=NC1C=1C=NNC1)N=C(N2)N[C@H](CF)C)F 8-((1,1-difluoropropan-2-yl)oxy)-N-((S)-1-fluoropropan-2-yl)-7-(1H-pyrazol-4-yl)-[1,2,4]triazolo[1,5-c]pyrimidin-2-amine